COC(=O)C=1C=CC2=C(N(C(=N2)CN2CCC(CC2)C2=NC(=CC=C2)OCC2=C(C=C(C=C2)C(N)=O)F)C[C@H]2OCC2)C1 (S)-2-((4-(6-((4-carbamoyl-2-fluorobenzyl)oxy)pyridin-2-yl)piperidin-1-yl)methyl)-1-(Oxetan-2-ylmethyl)-1H-benzo[d]imidazole-6-carboxylic acid methyl ester